C(C)(=O)N[C@@H](CC1=CNC2=CC=CC=C12)C(=O)N1CCC(CC1)N(CC1=CC(=CC=C1)CNCC1=NC=CC=C1)CCC1=NC=CC=C1 N-[(N''-acetyltryptophanyl)-4-piperidinyl]-N-[2-(2-pyridinyl)ethyl]-N'-(2-pyridinylmethyl)-1,3-benzenedimethanamine